C(CC(=O)C)(=O)OCCOC(CC(=O)C)=O ethylene glycol bis-acetoacetate